1-amino-2-methanesulfonyl-4-chlorobenzene NC1=C(C=C(C=C1)Cl)S(=O)(=O)C